2-(tert-butyl) 8-ethyl 6-(1-benzyl-1H-pyrazole-4-carbonyl)-2,6-diazaspiro[3.4]octane-2,8-dicarboxylate C(C1=CC=CC=C1)N1N=CC(=C1)C(=O)N1CC2(CN(C2)C(=O)OC(C)(C)C)C(C1)C(=O)OCC